S(=O)(OC(F)F)OC(F)(F)F (difluoromethyl) (trifluoromethyl) sulfite